CC=1C=C(C=C(C1O)C)CCC(=O)NN 3-(3',5'-dimethyl-4'-hydroxyphenyl)propionylhydrazine